N-(5-(3-cyano-6-(2-hydroxy-2-methylpropyloxy)pyrazolo[1,5-a]pyridin-4-yl)pyridin-2-yl)-N-methyl-6-(pyrrolidin-1-yl)nicotinamide C(#N)C=1C=NN2C1C(=CC(=C2)OCC(C)(C)O)C=2C=CC(=NC2)N(C(C2=CN=C(C=C2)N2CCCC2)=O)C